2-[2,5-dimethyl-4-(2,2,2-trifluoro-1,1-dimethyl-ethyl)phenyl]-4,4,5,5-tetramethyl-1,3,2-dioxaborolane CC1=C(C=C(C(=C1)C(C(F)(F)F)(C)C)C)B1OC(C(O1)(C)C)(C)C